ClC1=C(C=CC(=C1)C1=NC(=NO1)C1=CC=C(CN2CCC(CC2)(C(=O)O)CC2=NC=CC=C2)C=C1)C1=CC=CC=C1 1-{4-[5-(2-Chloro-biphenyl-4-yl)-[1,2,4]-oxadiazol-3-yl]-benzyl}-4-pyridin-2-ylmethyl-piperidine-4-carboxylic acid